Methyl 2,3-difluoro-5-formyl-4-hydroxybenzoate FC1=C(C(=O)OC)C=C(C(=C1F)O)C=O